OC(C#CC=1C2=C(C(N(C1)C)=O)NC(=C2C(=O)OC(C)C)C)(C)C2=CC=CC=C2 isopropyl 4-(3-hydroxy-3-phenyl-but-1-ynyl)-2,6-dimethyl-7-oxo-1H-pyrrolo[2,3-c]pyridine-3-carboxylate